(2R,3R,4S,5R)-5-(6-(tritylamino)-9H-purin-9-yl)-4-(trityloxy)-2-((trityloxy)-methyl)tetrahydrofuran-3-ol tert-butyl-(R)-3-amino-3-(4-chlorobenzyl)piperidine-1-carboxylate C(C)(C)(C)[C@H]1N(CCCC1(CC1=CC=C(C=C1)Cl)N)C(=O)O[C@@H]1[C@H](O[C@H]([C@H]1OC(C1=CC=CC=C1)(C1=CC=CC=C1)C1=CC=CC=C1)N1C2=NC=NC(=C2N=C1)NC(C1=CC=CC=C1)(C1=CC=CC=C1)C1=CC=CC=C1)COC(C1=CC=CC=C1)(C1=CC=CC=C1)C1=CC=CC=C1